1-bromo-2,3-dimethoxy-benzene BrC1=C(C(=CC=C1)OC)OC